ClC1=C(C(=CC=C1)Cl)C=1C(N=CN2N=C(C=CC21)SC2=C(C=C(C=C2)F)F)=O 5-(2,6-dichlorophenyl)-2-[(2,4-difluorophenyl)thio]-6H-pyrimido[1,6-b]pyridazin-6-one